C1=CC=CC=2C3=CC=CC=C3C(C12)COC(=O)C=1C=CC=NC1 Pyridine-5-carboxylic acid 9H-fluoren-9-ylmethyl ester